5-chloro-2-(6-(1,2,2,6,6-pentamethylpiperidin-4-ylamino)pyridazin-3-yl)phenol ClC=1C=CC(=C(C1)O)C=1N=NC(=CC1)NC1CC(N(C(C1)(C)C)C)(C)C